[(3aR,4R,6R,6aR)-4-cyano-4-[4-(hydroxyamino)-2-oxo-pyrimidin-1-yl]-2,2-dimethyl-6,6a-dihydro-3aH-furo[3,4-d][1,3]dioxol-6-yl]methyl benzoate C(C1=CC=CC=C1)(=O)OC[C@H]1O[C@]([C@H]2[C@@H]1OC(O2)(C)C)(N2C(N=C(C=C2)NO)=O)C#N